O=N[C@@H](C)C(=O)O oxoalanine